2,4-diisocyanatobutane N(=C=O)C(C)CCN=C=O